ClC1=CC2=C(C=C3N2C(=NN(C3=O)CC(=O)NC3CC2(C3)CC(C2)O)C(C)C)S1 2-(2-Chloro-5-isopropyl-8-oxothieno[2',3':4,5]pyrrolo[1,2-d][1,2,4]triazin-7(8H)-yl)-N-(6-hydroxyspiro[3.3]heptan-2-yl)acetamid